BrCC(=O)NC=1N=NN(N1)C 2-bromo-N-(2-methyl-2H-tetrazol-5-yl)acetamide